C(C)(C)(C)NC(CN(C=1C2=C(N=C(N1)C1=NC=CC(=C1)O[C@H]1COCC1)CCC2)C)=O N-tert-butyl-2-[methyl(2-{4-[(3R)-oxolan-3-yloxy]pyridin-2-yl}-5H,6H,7H-cyclopenta[d]pyrimidin-4-yl)amino]acetamide